C(#N)C=1C=C(C=C(C1)C)CC(=O)NC1CN(C1)C1=CC(=C(C(=C1)F)C1C(NC(CC1)=O)=O)F 2-(3-cyano-5-methylphenyl)-N-(1-(4-(2,6-dioxopiperidin-3-yl)-3,5-difluorophenyl)azetidin-3-yl)acetamide